benzyl (2R,5R)-5-[[4-[1-(benzenesulfonyl)-6-(3,5-dimethylisoxazol-4-yl)pyrrolo[2,3-b]pyridin-3-yl]-5-(trifluoromethyl)pyrimidin-2-yl]amino]-2-methyl-piperidine-1-carboxylate C1(=CC=CC=C1)S(=O)(=O)N1C=C(C=2C1=NC(=CC2)C=2C(=NOC2C)C)C2=NC(=NC=C2C(F)(F)F)N[C@@H]2CC[C@H](N(C2)C(=O)OCC2=CC=CC=C2)C